C(CCC)OCCO Ethylene glycol monon-butyl ether